ClC1=C(C=CC=C1CCNC)N1C=NC(=C1)C1=NC(=NC=C1C(F)(F)F)NC1CCN(CC1)S(=O)(=O)C 4-(1-(2-Chloro-3-(2-(methylamino)ethyl)phenyl)-1H-imidazol-4-yl)-N-(1-(methylsulfonyl)piperidin-4-yl)-5-(trifluoromethyl)pyrimidin-2-amine